FC(C1=CC=C2CCCOC2=C1)(F)F 7-trifluoromethylchroman